COCOC1=CC=CC(=N1)C1=CCC(CC1)CC(=O)OC Methyl 2-(4-(6-(methoxymethoxy)pyridin-2-yl)cyclohex-3-en-1-yl)acetate